ClC1=C(C(=O)NC2=CC3=C(CNS3(=O)=O)C=C2)C(=CC=C1C(F)(F)F)N1CCC(CCC1)(F)F 2-chloro-6-(4,4-difluoroazepan-1-yl)-N-(1,1-dioxo-2,3-dihydrobenzisothiazol-6-yl)-3-trifluoromethylbenzamide